N-(1,3-dihydroxy-2-methylpropan-2-yl)-6-fluoro-2-methyl-5-(phenylthio)benzofuran-3-carboxamide OCC(CO)(C)NC(=O)C1=C(OC2=C1C=C(C(=C2)F)SC2=CC=CC=C2)C